C(C)(C)C1=CC=C(C=C1)S(=O)(=O)OC=1C=C(C=CC1)NC(=O)NC1=CC(=CC=C1)OS(=O)(=O)C1=CC=C(C=C1)C(C)C N,N'-di-[3-(p-isopropylbenzenesulfonyloxy)phenyl]urea